C(C1=CC=CC=C1)N1CC(N2C1=C(C(=CC2=O)CC2=CC(=CC1=CC=CC=C21)OC)C2=CC(=CC=C2)C(F)(F)F)C(=O)O 1-benzyl-7-((3-methoxynaphthalen-1-yl)methyl)-5-oxo-8-(3-(trifluoromethyl)phenyl)-1,2,3,5-tetrahydroimidazo[1,2-a]pyridine-3-carboxylic acid